C12CNCC(N1C=1C3=C(N=C(N1)OCC1(CC1)CN1C[C@@H](CC1)F)N=C(C(=C3)F)C3=CC(=CC1=CC=CC(=C31)F)O)C2 4-(4-(3,6-diazabicyclo[3.1.1]heptan-6-yl)-6-fluoro-2-((1-(((R)-3-fluoropyrrolidin-1-yl)methyl)cyclopropyl)methoxy)pyrido[2,3-d]pyrimidin-7-yl)-5-fluoronaphthalen-2-ol